ClC=1C(=C(C=CC1)B(O)O)F 3-chloro-2-fluoro-phenyl-boronic acid